C1(CC1)[C@H](CC(=O)OC)C=1C=C(C(=O)OC2=CC=C(C=C2)C2=C(C=CC(=C2)OC)F)C=CC1 (S)-2'-fluoro-5'-methoxy-[1,1'-biphenyl]-4-yl 3-(1-cyclopropyl-3-methoxy-3-oxopropyl)benzoate